bromo-6''-methoxy-5''-methyldispiro[imidazolidine-4,1'-cyclohexane-4',1''-indene]-2,5-dione BrC=1C2(C3=CC(=C(C=C3C1)C)OC)CCC1(CC2)NC(NC1=O)=O